IC=1C=CC2=C(OCC(N2)=O)C1 7-iodo-2H-benzo[b][1,4]oxazin-3(4H)-one